4-[4-([1,1'-Biphenyl]-4-yl)piperidin-1-yl]-1-methyl-2-oxo-1,2-dihydroquinoline-3-carbonitrile C1(=CC=C(C=C1)C1CCN(CC1)C1=C(C(N(C2=CC=CC=C12)C)=O)C#N)C1=CC=CC=C1